C(C=C)(=O)O.C(C=C)(=O)O.C(C=C)(=O)O.CCC(O)C(CO)(CO)CO 2-ethyl-pentaerythritol triacrylate